C(C)C1(C2=CC=CC=C2C=2C=CC(=CC12)C1=NC2=C(N1C1=CC=CC=C1)C=CC=C2)CC.C(C)C2(C1=CC=CC=C1C=1C=CC(=CC21)C2=NC1=C(N2C2=CC=CC=C2)C=CC=C1)CC.[Ir+3] iridium (III) bis(2-(9,9-diethylfluoren-2-yl)-1-phenyl-1H-benzo[d]imidazole)